2-(difluoromethyl)-5-(6-((5-(thiophen-2-yl)-2H-tetrazol-2-yl)methyl)pyridin-3-yl)-1,3,4-oxadiazole FC(C=1OC(=NN1)C=1C=NC(=CC1)CN1N=C(N=N1)C=1SC=CC1)F